5-(4-bromo-2-fluorophenyl)-1,3-difluoro-2-(trifluoromethyl)benzene BrC1=CC(=C(C=C1)C=1C=C(C(=C(C1)F)C(F)(F)F)F)F